N-lauryl-L-glutamic acid-2-octyldodecyl ester C(CCCCCCC)C(COC([C@@H](NCCCCCCCCCCCC)CCC(=O)O)=O)CCCCCCCCCC